[F-].[F-].[NH4+].[NH4+] E-ammonium difluoride